11-chloro-8-oxa-3,5-diazatricyclo[7.4.0.02,7]trideca-1(13),2(7),9,11-tetraene-4,6-dione ClC=1C=C2OC=3C(NC(NC3C2=CC1)=O)=O